C(C)(C)(C)OC(=O)N1CCC(CC1)C(CCO)C=1N(C(=C(N1)C1=CC=C(C=C1)OC)C(=O)OC)N 4-(1-(1-amino-5-(methoxycarbonyl)-4-(4-methoxyphenyl)-1H-imidazol-2-yl)-3-Hydroxypropyl)piperidine-1-carboxylic acid tert-butyl ester